ethyl 2-(3-formylphenoxy)-2-methylpropanoate C(=O)C=1C=C(OC(C(=O)OCC)(C)C)C=CC1